naphthalen-1-yl-trifluoromethanesulfonic acid C1(=CC=CC2=CC=CC=C12)OS(=O)(=O)C(F)(F)F